ClC1=CC=C2C(=N1)CC(OC2=O)(C)C 2-Chloro-7,7-dimethyl-7,8-dihydro-5H-pyrano[4,3-b]pyridin-5-one